(R)-N-(4-fluoro-3-(2-methylmorpholino)phenyl)-6-((1-hydroxy-2-methylpropan-2-yl)amino)-2-(6-azaspiro[2.5]octan-6-yl)nicotinamide FC1=C(C=C(C=C1)NC(C1=C(N=C(C=C1)NC(CO)(C)C)N1CCC2(CC2)CC1)=O)N1C[C@H](OCC1)C